3-(4-((2-cyclopropylethyl)(piperidin-4-ylmethyl)amino)-1-oxoisoindolin-2-yl)piperidine-2,6-dione C1(CC1)CCN(C1=C2CN(C(C2=CC=C1)=O)C1C(NC(CC1)=O)=O)CC1CCNCC1